4-chloro-6-(3-methoxyphenyl)-N-(4-(trifluoromethoxy)phenyl)-1,3,5-triazin-2-amine ClC1=NC(=NC(=N1)C1=CC(=CC=C1)OC)NC1=CC=C(C=C1)OC(F)(F)F